(R)-5-(2-(chroman-3-yl)-1H-benzo[d]imidazol-6-yl)oxazole sodium [Na].O1C[C@H](CC2=CC=CC=C12)C1=NC2=C(N1)C=C(C=C2)C2=CN=CO2